2-(((3r,4s)-4-(2-(benzyloxy)-4-cyanophenoxy)-3-hydroxy-3-(hydroxymethyl)pyrrolidin-1-yl)sulfonyl)-5-(trifluoromethyl)benzonitrile C(C1=CC=CC=C1)OC1=C(O[C@@H]2[C@@](CN(C2)S(=O)(=O)C2=C(C#N)C=C(C=C2)C(F)(F)F)(CO)O)C=CC(=C1)C#N